COC(=O)C1=CN(C(=C1)C)C1=NC(=NC=C1F)N1CCN(CC1)C(=O)N1N=CC[C@H]1C1=CC(=CC(=C1)F)F (S)-1-(2-(4-(5-(3,5-difluorophenyl)-4,5-dihydro-1H-pyrazole-1-carbonyl)piperazin-1-yl)-5-fluoropyrimidin-4-yl)-5-methyl-1H-pyrrole-3-carboxylic acid methyl ester